C(C)(C)(C)OC(=O)N1[C@@H](C[C@@H](C1)OC1=CC(=CC=C1)C1=C2C=C(NC2=CC=C1)C(N(C)CCCCNC(C1=C(C=CC=C1)C(=O)O)=O)=O)C(=O)O (2S,4S)-1-tert-butoxycarbonyl-4-[3-[2-[4-[(2-carboxybenzoyl)amino]butyl-methyl-carbamoyl]-1H-indol-4-yl]phenoxy]pyrrolidine-2-carboxylic acid